thioboronate B([S-])[O-]